ClC=1C=C(C(=C(C=NC(C(=O)OC)C(C)C)C1)OC(=C)C(C)C)O methyl 2-(5-chloro-3-hydroxy-2-(3-methylbut-1-en-2-yloxy)benzylideneamino)-3-methylbutanoate